3-bromopropyltri-n-propoxysilane BrCCC[Si](OCCC)(OCCC)OCCC